4-(4-(6-chloro-5-cyanopyridin-3-yl)-1H-pyrazol-1-yl)piperidine-1-carboxylic acid tert-butyl ester C(C)(C)(C)OC(=O)N1CCC(CC1)N1N=CC(=C1)C=1C=NC(=C(C1)C#N)Cl